1-Octyl-3-butylpyrrolium methansulfonat CS(=O)(=O)[O-].C(CCCCCCC)[NH+]1C=C(C=C1)CCCC